FC1(CCN(CC1)C=1N=C(C2=C(N1)N=CC=C2)N2C(CC2)C=2C(=NC=CC2)C(F)(F)F)F 2-(4,4-difluoropiperidin-1-yl)-4-(2-(2-(trifluoromethyl)pyridin-3-yl)azetidin-1-yl)pyrido[2,3-d]pyrimidine